NC1CC2CCC(C1)N2C=2N(C(C1=C(N2)NC=C1C1=C(C2=CN(N=C2C=C1)C(C)(C)C)Cl)=O)C 2-(endo-3-amino-8-azabicyclo[3.2.1]octan-8-yl)-5-(2-(tert-butyl)-4-chloro-2H-indazol-5-yl)-3-methyl-3,7-dihydro-4H-pyrrolo[2,3-d]pyrimidin-4-one